ClC=1C=C(C=CC1OC(F)(F)F)N1C(=NC=2C1=NC(=CC2)N2CCN(CC2)C)C#C 3-(3-chloro-4-(trifluoromethoxy)phenyl)-2-ethynyl-5-(4-methylpiperazin-1-yl)-3H-imidazo[4,5-b]pyridine